NC/C(/COC1=CC=C(C=C1)S(=O)(=O)CC1CCN(CC1)C(CC(C)(C)C)=O)=C\F (E)-1-(4-(((4-((2-(aminomethyl)-3-fluoroallyl)oxy)phenyl)sulfonyl)methyl)piperidin-1-yl)-3,3-dimethylbutan-1-one